NC1=CC=C(C=N1)C=1C=C(C(=O)NCC(C)(C)C)C=CC1 3-(6-aminopyridin-3-yl)-N-neopentyl-benzamide